FC(C1=NC=CC(=C1)C1=NC(=C(C=C1)OC[C@](CC(=C)C)(N)C)C(F)F)F (S)-1-((2',6-bis(difluoromethyl)-[2,4'-bipyridyl]-5-yl)oxy)-2,4-dimethylpentan-4-En-2-amine